3-(5-(6-azabicyclo[3.1.1]heptan-3-yl)-1-oxoisoindolin-2-yl)piperidine-2,6-dione C12CC(CC(N1)C2)C=2C=C1CN(C(C1=CC2)=O)C2C(NC(CC2)=O)=O